6-((4-bromo-2-fluorophenyl)amino)-N-((1,3-dihydroxypropan-2-yl)oxy)-7-fluoro-2,3-dihydrobenzofuran-5-carboxamide BrC1=CC(=C(C=C1)NC1=C(C2=C(CCO2)C=C1C(=O)NOC(CO)CO)F)F